N-((2S,3S)-1-(2-hydroxy-2-methyl-propanoyl)-2-((2,3',5'-trifluorobiphenyl-3-yl)methyl)pyrrolidin-3-yl)-1-methoxymethanesulfonamide OC(C(=O)N1[C@H]([C@H](CC1)NS(=O)(=O)COC)CC=1C(=C(C=CC1)C1=CC(=CC(=C1)F)F)F)(C)C